[N+](=O)([O-])C=1C(=C(C=CC1CC1=CC=C(C=C1)OC)C=1C(CC(NN1)=O)C)N 6-(3-nitro-4-p-methoxybenzyl-aminophenyl)-4,5-dihydro-5-methyl-3(2H)-pyridazinone